(R)-7-bromo-5-methyl-4,5-dihydro-1H,3H-benzo[4,5]imidazo[2,1-c][1,4]oxazepine-9-carboxylic acid BrC1=CC(=CC=2N=C3COCC[C@H](N3C21)C)C(=O)O